[3-(1,3-benzothiazol-2-ylamino)-4-methyl-6,7-dihydro-5H-pyrido[2,3-c]pyridazin-8-yl]-5-[3-[2-fluoro-4-(3-morpholinopropyl)phenoxy]propyl]thiazole-4-carboxylic acid S1C(=NC2=C1C=CC=C2)NC2=C(C1=C(N=N2)N(CCC1)C=1SC(=C(N1)C(=O)O)CCCOC1=C(C=C(C=C1)CCCN1CCOCC1)F)C